C(C)OC(=O)C1CCC(CC1)(C(F)(F)F)O 4-hydroxy-4-(trifluoromethyl)cyclohexanecarboxylic acid ethyl ester